tert-butyl (R)-3-(2-((4,4-difluorocyclohexyl)amino)ethyl)piperidine-1-carboxylate FC1(CCC(CC1)NCC[C@@H]1CN(CCC1)C(=O)OC(C)(C)C)F